CC1=NN(C=C1C)C1=NC=CC(=C1)OC 2-(3,4-dimethyl-1H-pyrazol-1-yl)-4-methoxypyridine